C(C1=CC=CC=C1)OC[C@@H]1CN(C[C@@H](O1)C(=O)N1[C@H](C2=C(C=C(C=C2CC1)C(F)(F)F)Cl)C)C(=O)OC(C)(C)C tert-butyl (2S,6R)-2-((benzyloxy)methyl)-6-((S)-8-chloro-1-methyl-6-(trifluoromethyl)-1,2,3,4-tetrahydroisoquinoline-2-carbonyl)morpholine-4-carboxylate